C(CCCCC)OC=1C=CC(=NC1)N 5-(hexyloxy)pyridin-2-amine